C(CCC)P(C12CC3CC(CC(C1)C3)C2)C23CC1CC(CC(C2)C1)C3 butyldi(1-adamantanyl)phosphine